C(CCCCCCCC)(N)N nonandiamine